1H-pyrrole-3-carboxylic acid (2-ethylaminoethyl)-amide C(C)NCCNC(=O)C1=CNC=C1